2-hydroxy-4-(3-acryloyloxy-2-hydroxypropoxy)benzophenone OC1=C(C(=O)C2=CC=CC=C2)C=CC(=C1)OCC(COC(C=C)=O)O